2-(4-fluorophenyl)-3-(2-(methyl-d3)pyridin-4-yl)-5-(methylsulfonyl)-4,5,6,7-tetrahydropyrazolo[1,5-a]pyrazine FC1=CC=C(C=C1)C1=NN2C(CN(CC2)S(=O)(=O)C)=C1C1=CC(=NC=C1)C([2H])([2H])[2H]